COC1=CC=C(C=C1)C=1OC2=C(N1)C=CC=C2 2-(4-methoxyphenyl)benzoxazole